4-(1-((diphenylmethylene)amino)-3-(4-methoxyphenyl)-3-oxopropyl)benzaldehyde C1(=CC=CC=C1)C(C1=CC=CC=C1)=NC(CC(=O)C1=CC=C(C=C1)OC)C1=CC=C(C=O)C=C1